4-[trans-(4-aminocyclohexyl)amino]-N'-(2-chloro-5-fluoro-phenyl)-6-(6-methoxy-3-pyridyl)pyrrolo[1,2-b]pyridazine-3-carboxamidine N[C@@H]1CC[C@H](CC1)NC=1C=2N(N=CC1C(=NC1=C(C=CC(=C1)F)Cl)N)C=C(C2)C=2C=NC(=CC2)OC